4-((2-(8-((4-fluorophenyl)amino)pyrimido[5,4-d]pyrimidin-4-yl)hydrazineylidene)methyl)benzene-1,2-diol FC1=CC=C(C=C1)NC1=NC=NC2=C1N=CN=C2NN=CC=2C=C(C(=CC2)O)O